hexa(4-nitrophenoxy)-cyclotriphosphazene [N+](=O)([O-])C1=CC=C(OP2(=NP(=NP(=N2)(OC2=CC=C(C=C2)[N+](=O)[O-])OC2=CC=C(C=C2)[N+](=O)[O-])(OC2=CC=C(C=C2)[N+](=O)[O-])OC2=CC=C(C=C2)[N+](=O)[O-])OC2=CC=C(C=C2)[N+](=O)[O-])C=C1